N(=NC(C#N)(CC(C)C)C)C(C#N)(CC(C)C)C 2,2'-Azodi(2,4-dimethylvaleronitrile)